FC1=CC=C(CN2C3=CC=CC=C3C=3C=C(N=C(C23)C)\C=N\NC=2C(N=C3C=CC=CC23)=O)C=C1 3-(((E)-(9-(4-fluorobenzyl)-1-methyl-beta-carbolin-3-yl)methylene)hydrazino)indol-2-one